5-cyano-3-methyl-N-(3-(5-(morpholinomethyl)thiophen-2-yl)-1H-indazol-5-yl)picolinamide C(#N)C=1C=C(C(=NC1)C(=O)NC=1C=C2C(=NNC2=CC1)C=1SC(=CC1)CN1CCOCC1)C